C1=NC=CC2=C(C=CC=C12)C1=NN=C(C2=CC=CC=C12)NC1=C(C=CC=C1)C 4-(isoquinolin-5-yl)-N-o-tolylphthalazin-1-amine